C[SiH2][O-].[K+] potassium methyl-silanolate